4-Fluorobenzoic acid [3-(3-ethyl-4-oxo-spiro[6,8-dihydro-5H-pyrazolo[4,3-c]azepin-7,4'-tetrahydropyran]-1-yl)-2,2-dimethyl-propyl] ester C(C)C1=NN(C2=C1C(NCC1(CCOCC1)C2)=O)CC(COC(C2=CC=C(C=C2)F)=O)(C)C